NC1=CC=CC(=N1)S(=O)(=O)NC(=O)C=1C(=NC(=CC1)C1=C(C=CC(=C1)OCC(C)C)F)OC1=C(C=C(C=C1C)C)C N-[(6-amino-2-pyridyl)sulfonyl]-6-(2-fluoro-5-isobutoxy-phenyl)-2-(2,4,6-trimethylphenoxy)pyridine-3-carboxamide